ClC=1C(=CC=C2N=CC(=NC12)C=1C=NN(C1)C(C(=O)O)(C)C)OC=1C=CC2=C(NC(=N2)C)C1F 2-(4-{8-chloro-7-[(7-fluoro-2-methyl-1H-1,3-benzodiazol-6-yl)oxy]quinoxalin-2-yl}-1H-pyrazol-1-yl)-2-methylpropanoic acid